(1R,5S)-6,6-dimethyl-3-oxabicyclo[3.1.0]hexane-2,4-dione CC1([C@H]2C(OC([C@@H]12)=O)=O)C